O=C1NC(CCC1C1=NN(C2=CC(=CC=C12)OC1CCC2(CN(C2)C(=O)OC(C)(C)C)CC1)C)=O tert-butyl 7-((3-(2,6-dioxopiperidin-3-yl)-1-methyl-1H-indazol-6-yl)oxy)-2-azaspiro[3.5]nonane-2-carboxylate